Racemic-3-(3-chloro-4-fluorophenyl)-1-methyl-1-(1-(1-(((1-methyl-1H-1,2,4-triazol-3-yl)methyl)amino)isoquinolin-4-yl)ethyl)urea ClC=1C=C(C=CC1F)NC(N([C@H](C)C1=CN=C(C2=CC=CC=C12)NCC1=NN(C=N1)C)C)=O |r|